4-(2-bromo-4-fluorophenyl)-6-((4-methylpiperazin-1-yl)methyl)-2-(thiazol-2-yl)-1,4-dihydropyrimidine-5-carboxylic acid ethyl ester C(C)OC(=O)C=1C(N=C(NC1CN1CCN(CC1)C)C=1SC=CN1)C1=C(C=C(C=C1)F)Br